N-acetyl-L-cysteine platinum [Pt].C(C)(=O)N[C@@H](CS)C(=O)O